1-methyl-2-((3-methoxybenzyl-(propargyl)amino)methyl)-5-hydroxypyridin CN1C(C=CC(=C1)O)CN(CC#C)CC1=CC(=CC=C1)OC